Isobutyl (3,4,5-trimethoxyphenethyl)carbamate COC=1C=C(CCNC(OCC(C)C)=O)C=C(C1OC)OC